C(C)(C)(C)OC(=O)N1C[C@@H](CC1)N1C(=NC(=C1C(=O)OC)Cl)C=O Methyl (R)-1-(1-(tert-butoxycarbonyl)pyrrolidin-3-yl)-4-chloro-2-formyl-1H-imidazole-5-carboxylate